Nicotine Fumarate Nicotinamide Salt C(C1=CN=CC=C1)(=O)N.C(\C=C\C(=O)O)(=O)O.N1=CC=CC(=C1)C1N(C)CCC1